N',N''-Di-Boc-guanidine C(=O)(OC(C)(C)C)NC(N)=NC(=O)OC(C)(C)C